(E)-1-(4-(3,3-diethoxypropa-1-en-1-yl)phenyl)-2-methylpropan-2-ol C(C)OC(/C=C/C1=CC=C(C=C1)CC(C)(O)C)OCC